tert-butyl (2-{4-[3-fluoro-5-({2-[(2H3)methyloxy](2H4)ethyl}oxy)pyridin-2-yl]piperazin-1-yl}ethyl)methylcarbamate FC=1C(=NC=C(C1)OC(C(OC([2H])([2H])[2H])([2H])[2H])([2H])[2H])N1CCN(CC1)CCN(C(OC(C)(C)C)=O)C